BrC1C(C=2C=3C(=CN(C3C=CC2F)C(C(C)(C)C)=O)C1)=O 4-bromo-6-fluoro-1-pivaloyl-3,4-dihydrobenzo[cd]indol-5(1H)-one